O1CCN(CC2=C1C=CC=C2)C(=O)C2(CCN(CC2)C2=NC=C(C=N2)F)C 3,5-dihydro-2H-1,4-benzoxazepin-4-yl-[1-(5-fluoropyrimidin-2-yl)-4-methyl-4-piperidyl]methanone